4-fluoro-1-[(3S)-2,6-dioxo-3-piperidyl]-indolin FC1=C2CCN(C2=CC=C1)[C@@H]1C(NC(CC1)=O)=O